ClC=1C(=NC=C(C1)C(F)(F)F)C(=O)NC1=CC=C(C(=N1)[C@]1(N=C(O[C@@H](C1)C(F)(F)F)NC(OC(C)(C)C)=O)C)F tert-Butyl (4S,6S)-4-(6-(3-chloro-5-(trifluoromethyl)picolinamido)-3-fluoropyridin-2-yl)-4-methyl-6-(trifluoromethyl)-5,6-dihydro-4H-1,3-oxazin-2-ylcarbamate